((1R,6S)-2-oxa-5-azabicyclo[4.1.0]hept-5-yl)(6-methoxy-1-(4-(morpholinomethyl)phenyl)-5,5-dioxido-1,4-dihydrothiochromeno[4,3-c]pyrazol-3-yl)methanone [C@@H]12OCCN([C@H]2C1)C(=O)C=1C2=C(N(N1)C1=CC=C(C=C1)CN1CCOCC1)C=1C=CC=C(C1S(C2)(=O)=O)OC